dimethyl 2-((1R,2S,5R)-2-isopropyl-5-methylcyclohexyl)malonate C(C)(C)[C@H]1[C@@H](C[C@@H](CC1)C)C(C(=O)OC)C(=O)OC